NC1CCN(CC1)C1=NC(=C2N=CN(C2=N1)C(C)C)NCC1=C(C=NC=C1)N1N=C(C=C1)C(C)(C)C 2-(4-aminopiperidin-1-yl)-N-((3-(3-(tert-butyl)-1H-pyrazol-1-yl)pyridin-4-yl)methyl)-9-isopropyl-9H-purin-6-amine